C(C1=CC=CC=C1)NC1=C2N=CN(C2=NC=N1)C1CCCC1 6-(Benzyl-Amino)-9-Cyclopentylpurine